CSC(C(=O)Cl)C 2-(methylsulfanyl)propionyl chloride